CC(C(=O)SCCNC(CCNC([C@@H](C(COP(OP(OC[C@@H]1[C@H]([C@H]([C@@H](O1)N1C=NC=2C(N)=NC=NC12)O)OP(=O)(O)O)(=O)O)(=O)O)(C)C)O)=O)=O)(CCC(=O)O)O methyl-hydroxyl-glutaryl-coenzyme A